N-[tris(hydroxymethyl) methyl]-3-aminopropanesulfonate OCC(NCCCS(=O)(=O)[O-])(CO)CO